FC(N1[C@H](C2=CC(=C(C=C2CC1)OC)OCC)CCC1=CNC2=CC=C(C=C12)OC)F (S)-2-difluoromethyl-7-ethoxy-6-methoxy-1-(2-(5-methoxy-1H-indol-3-yl)ethyl)-1,2,3,4-tetrahydro-isoquinoline